1-(5-bromo-3-fluoro-2-nitrophenyl)-5-(trifluoromethyl)pyrrolidin-2-one BrC=1C=C(C(=C(C1)N1C(CCC1C(F)(F)F)=O)[N+](=O)[O-])F